vinyl-tris(1,1-dimethyl-2-butynyloxy)silane C(=C)[Si](OC(C#CC)(C)C)(OC(C#CC)(C)C)OC(C#CC)(C)C